O[C@H]1C[C@H](CCC1)C(=O)[O-] |r| (±)-cis-3-hydroxycyclohexanecarboxylate